C1(CC1)CC(C(=O)OC)N1C(C2(CC1)N(CCCC2)C(=O)OC(C)(C)C)=O tert-butyl 2-[1-(cyclopropylmethyl)-2-methoxy-2-oxo-ethyl]-1-oxo-2,6-diazaspiro[4.5]decane-6-carboxylate